3-(2-aminoimidazo[1,2-b]pyridazin-6-yl)-N-(3-((4-ethylpiperazin-1-yl)methyl)-5-(trifluoromethyl)phenyl)-4-methylbenzamide NC=1N=C2N(N=C(C=C2)C=2C=C(C(=O)NC3=CC(=CC(=C3)C(F)(F)F)CN3CCN(CC3)CC)C=CC2C)C1